ethyl 2-(2-fluoro-3-methoxyphenyl)-3-oxo-butyrate FC1=C(C=CC=C1OC)C(C(=O)OCC)C(C)=O